6-(4,6-Dimorpholino-1,3,5-triazin-2-yl)-N-(4-isopropylbenzyl)benzo[d]oxazol-2-amine O1CCN(CC1)C1=NC(=NC(=N1)N1CCOCC1)C1=CC2=C(N=C(O2)NCC2=CC=C(C=C2)C(C)C)C=C1